FC=1C=C(C=CC1F)NC(N(C)C(C)C1=NNC(C2=C(C=CC=C12)F)=O)=O 3-(3,4-Difluorophenyl)-1-(1-(5-fluoro-4-oxo-3,4-dihydrophthalazin-1-yl)ethyl)-1-methylurea